tert-butyl 2-(2-(2-isopropylphenyl)-6-oxo-4-(3-(((2-thioxopyridin-1(2H)-yl)oxy)carbonyl)bicyclo[1.1.1]pentane-1-carbonyl)piperazin-1-yl)-7-azaspiro[3.5]nonane-7-carboxylate C(C)(C)C1=C(C=CC=C1)C1N(C(CN(C1)C(=O)C12CC(C1)(C2)C(=O)ON2C(C=CC=C2)=S)=O)C2CC1(C2)CCN(CC1)C(=O)OC(C)(C)C